O=C1N(C(C2=CC=CC=C12)=O)C1=NN(C=C1C=1C2=C(N=CN1)N(C=C2)COCC[Si](C)(C)C)C2(CNC2)CC#N 2-(3-(3-(1,3-dioxoisoindoline-2-yl)-4-(7-((2-(trimethylsilyl)ethoxy)methyl)-7H-pyrrolo[2,3-d]pyrimidin-4-yl)-1H-pyrazol-1-yl)azetidin-3-yl)acetonitrile